tert-butyl 4-(2-(m-tolyl)benzo[d]imidazo[2,1-b]thiazole-7-carboxamido)piperidine-1-carboxylate C1(=CC(=CC=C1)C=1N=C2SC3=C(N2C1)C=CC(=C3)C(=O)NC3CCN(CC3)C(=O)OC(C)(C)C)C